Cl.CC1=NC=CC(=C1)C=1OC=C(N1)C(=O)NC=1C=C2C(=NC1N1CCCCC1)N=C(O2)N2CCCC2 2-(2-methylpyridin-4-yl)-N-(5-(piperidin-1-yl)-2-(pyrrolidin-1-yl)oxazolo[4,5-b]pyridin-6-yl)oxazole-4-carboxamide hydrochloride